6-((R)-3-(2,3-difluorophenyl)isoxazolidin-2-yl)-N-(4-((R)-isoxazolidin-3-yl)phenyl)Pyrimidine-4-amine FC1=C(C=CC=C1F)[C@@H]1N(OCC1)C1=CC(=NC=N1)NC1=CC=C(C=C1)[C@@H]1NOCC1